CC1=C2C(C(=CN(C2=NC(=C1)N1CC(C1)C(CC)=O)C=1SC=CN1)C(=O)O)=O 5-methyl-4-oxo-7-(3-propionylazetidin-1-yl)-1-(1,3-thiazol-2-yl)-1,4-dihydro-1,8-naphthyridine-3-carboxylic acid